2-((2-(5,6-dihydroimidazo[1,2-a]pyrazin-7(8H)-yl)-2-oxoethyl)amino)-4,6-bis(trifluoromethyl)nicotinonitrile N=1C=CN2C1CN(CC2)C(CNC2=C(C#N)C(=CC(=N2)C(F)(F)F)C(F)(F)F)=O